CC(C(=O)OC(C)O)C 2-hydroxy-2-ethyl methylpropionate